2-hydroxy-4'-chloroacetophenone OCC(=O)C1=CC=C(C=C1)Cl